6,7-difluoroheptanamide FC(CCCCC(=O)N)CF